COC=1C=C(C=C(C1OC)OC)B(O)O 3,4,5-trimethoxyphenyl-boronic acid